(S)-6-(4,6-dimethoxy-1H-benzo[d]imidazol-2-yl)-2-ethyl-7-((1-(pyrimidin-2-yl)ethyl)-amino)-2H-pyrazolo[4,3-b]pyridin-5(4H)-one COC1=CC(=CC=2NC(=NC21)C2=C(C=1C(NC2=O)=CN(N1)CC)N[C@@H](C)C1=NC=CC=N1)OC